C(C1=CC=CC=C1)OC(=O)C1=CC(=CN1CC)C=1C=C(C=C(C1)OC)[C@@H](C)NC(=O)C=1C=C(C=CC1C)N1C[C@H]2CC[C@@H](C1)N2C(=O)OC(C)(C)C tert-butyl (1R,5S)-3-[3-[[(1R)-1-[3-(5-benzyloxycarbonyl-1-ethyl-pyrrol-3-yl)-5-methoxy-phenyl]ethyl]carbamoyl]-4-methyl-phenyl]-3,8-diazabicyclo[3.2.1]octane-8-carboxylate